(1-(3-((9-(4-(tert-butyl)pyridin-2-yl)-9H-carbazol-2-yl)oxy)phenyl)-3-(3,3'',5,5''-tetra-tert-butyl-[1,1':3',1''-terphenyl]-2'-yl)-1H-benzo[d]imidazol-3-ium-2-yl)silver C(C)(C)(C)C1=CC(=NC=C1)N1C2=CC=CC=C2C=2C=CC(=CC12)OC=1C=C(C=CC1)N1C(=[N+](C2=C1C=CC=C2)C2=C(C=CC=C2C2=CC(=CC(=C2)C(C)(C)C)C(C)(C)C)C2=CC(=CC(=C2)C(C)(C)C)C(C)(C)C)[Ag]